O1C(CCC1)=O Dihydro-furan-2(3H)-one